FC=1C=C(C(=NC1)N)C#C[Si](C)(C)C 5-fluoro-3-(2-trimethylsilylethynyl)pyridine-2-amine